N1=CC=C(C=C1)C1=CC=C(N=N1)N 6-(pyridin-4-yl)pyridazin-3-amine